1-(3,5-bis(2-(methylthio)pyrimidin-5-yl)phenyl)-1-oxo-5,8,11,14,17-pentaoxa-2-azaeicosane-20-carboxylic acid CSC1=NC=C(C=N1)C=1C=C(C=C(C1)C=1C=NC(=NC1)SC)C(NCCOCCOCCOCCOCCOCCCC(=O)O)=O